tert-butyl (R)-3-((7-fluoroquinolin-5-yl)amino)pyrrolidine-1-carboxylate FC1=CC(=C2C=CC=NC2=C1)N[C@H]1CN(CC1)C(=O)OC(C)(C)C